(1R,3aR,6aS)-N-((R)-1-cyano-2-((R)-2-oxopiperidin-3-yl)ethyl)-2-(4-fluoro-7-difluoromethyl-1H-indole-2-carbonyl)-5,5-difluorooctahydrocyclopenta[c]pyrrole-1-carboxamide C(#N)[C@@H](C[C@@H]1C(NCCC1)=O)NC(=O)[C@@H]1N(C[C@H]2[C@@H]1CC(C2)(F)F)C(=O)C=2NC1=C(C=CC(=C1C2)F)C(F)F